NC(C)(C)C1=CC(=C(CN2N=CC=3N=C(N=C(C32)N[C@H](CCO[Si](C3=CC=CC=C3)(C3=CC=CC=C3)C(C)(C)C)CC)NC(OC)=O)C=C1)OC Methyl (S)-(1-(4-(2-aminopropan-2-yl)-2-methoxybenzyl)-7-((1-((tert-butyldiphenylsilyl)oxy)pentan-3-yl)amino)-1H-pyrazolo[4,3-d]pyrimidin-5-yl)carbamate